4-phenyl-5-t-butylphenyl-triazol C1(=CC=CC=C1)C1=CC=C(C=C1C(C)(C)C)C=1N=NNC1